N1C(CC1)COC=1C=CC(=C(C(=O)NC2(CC2)C2=C3C=CC=NC3=CC(=C2)C=2C=CC=3N(C2)C=CN3)C1)C 5-(Azetidin-2-ylmethoxy)-N-(1-(7-(imidazo[1,2-a]pyridin-6-yl)quinolin-5-yl)cyclopropyl)-2-methylbenzamide